3-methyl-2-(5-propyl-1,3,4-oxadiazol-2-yl)butanoic acid CC(C(C(=O)O)C=1OC(=NN1)CCC)C